3-(trifluoromethyl)isonicotinaldehyde FC(C1=C(C=O)C=CN=C1)(F)F